3-(2-oxo-1H-quinolin-4-yl)propanoate O=C1NC2=CC=CC=C2C(=C1)CCC(=O)[O-]